3-cyano-4-methyl-6-hydroxy-N-methyl-pyridone C(#N)C=1C(N(C(=CC1C)O)C)=O